C1(CC1)C(=O)C1CN(CCO1)C(=O)C=1NC2=CC=C(C(=C2C1)Cl)Cl [2-(cyclopropylcarbonyl)-4-morpholinyl](4,5-dichloro-1H-indol-2-yl)-methanone